disodium ditaurinate NCCS(=O)(=O)[O-].NCCS(=O)(=O)[O-].[Na+].[Na+]